4-(3-(3-(trifluoromethyl)pyridin-2-yloxy)pyrrolidin-1-yl)biphenyl-3-ol FC(C=1C(=NC=CC1)OC1CN(CC1)C1=C(C=C(C=C1)C1=CC=CC=C1)O)(F)F